C(C1=CC=CC=C1)N1[C@@H](CN(S1(=O)=O)C(=O)OC(C)(C)C)C(=O)OC 2-(Tert-butyl) 4-methyl (S)-5-benzyl-1,1-dioxo-1,2,5-thiadiazolidine-2,4-dicarboxylate